trans-6-chloro-4-[[4-[4-fluoro-N-(oxetan-3-ylmethyl)-2-(2-trimethylsilylethoxymethoxy)anilino]cyclohexyl]-methyl-amino]-1-methyl-2-oxo-1,5-naphthyridine-3-carbonitrile ClC=1N=C2C(=C(C(N(C2=CC1)C)=O)C#N)N(C)[C@@H]1CC[C@H](CC1)N(C1=C(C=C(C=C1)F)OCOCC[Si](C)(C)C)CC1COC1